CN1C(=CC(=C1)NC(=O)C=1NC=C(C1)NC(C1=CC=C(C=C1)\C=C\C=1C=NC2=CC=CC=C2C1)=O)C(=O)NCCN1CCOCC1 (E)-1-methyl-N-(2-morpholinoethyl)-4-(4-(4-(2-(quinolin-3-yl)vinyl)benzoylamino)-1H-pyrrole-2-carboxamido)-1H-pyrrole-2-carboxamide